BrC=1C=C(OC2=NC=CC=N2)C=CC1 2-(3-bromophenoxy)pyrimidine